1-(5-cyclopropyl-thiophen-2-yl)ethan-1-ol C1(CC1)C1=CC=C(S1)C(C)O